CC(C)C1=CC=C(C=C1)NC(=O)N1[C@@H](CCC1)C(=O)NC1=CC=C(C=C1)C1=CC=C(C=C1)C(=O)O 4'-[(1-{[4-(propan-2-yl)phenyl]carbamoyl}prolyl)amino][1,1'-biphenyl]-4-carboxylic acid